S1C=NC2=C1C=C(C=C2)\C=C/2\C(NC(=N2)N(C)CC2CC2)=O (Z)-5-(benzo[d]thiazol-6-ylmethylene)-2-((cyclopropylmethyl)(methyl)amino)-3,5-dihydro-4H-imidazol-4-one